Tert-Butyl 6-(5-cyclobutyl-4H-1,2,4-triazol-3-yl)-2-azaspiro[3.3]heptane-2-carboxylate C1(CCC1)C=1NC(=NN1)C1CC2(CN(C2)C(=O)OC(C)(C)C)C1